isophorone oxide O=C1C2C(CC(C)(C)C1)(C)O2